N-[(2R,3R,4R,5R,6R)-2-[3-[2-(2-aminoethoxy)ethoxy]propyl]-4,5-dihydroxy-6-(hydroxymethyl)tetrahydropyran-3-yl]acetamide NCCOCCOCCC[C@H]1O[C@@H]([C@@H]([C@@H]([C@H]1NC(C)=O)O)O)CO